NC(CC=1C=[N+](C=CC1)O)C(=O)O 3-(2-amino-2-carboxyethyl)-1-hydroxypyridin-1-ium